[Br-].C12CCCC(CCC1)B2CCCCC[P+](C2=CC=CC=C2)(C2=CC=CC=C2)C2=CC=CC=C2 (5-(9-borabicyclo[3.3.1]nonan-9-yl)pentyl)triphenyl-phosphonium bromide